2-(dimethylamino)-2-((4-methylphenyl)methyl)-1-(4-(4-morpholinyl)phenyl)-1-butanone CN(C(C(=O)C1=CC=C(C=C1)N1CCOCC1)(CC)CC1=CC=C(C=C1)C)C